BrC=1C=C2C=C(N=CC2=CC1Cl)NC(=O)[C@@H]1CC12CCOCC2 (R)-N-(6-bromo-7-chloroisoquinolin-3-yl)-6-oxaspiro[2.5]octane-1-carboxamide